ClC1=C(C=CC=C1Cl)N1C(=NC(=CC1=O)O)SC 3-(2,3-dichlorophenyl)-6-hydroxy-2-(methylsulfanyl)-3,4-dihydropyrimidin-4-one